C1(=CC=CC=C1)C1CCC2=NC3=C(N[C@H](CC3)C3=CC(=NC=C3)O[C@@H]3CNCC3)N21 (R)-8-phenyl-2-(2-((S)-pyrrolidin-3-yloxy)pyridin-4-yl)-7,8-dihydro-6H-pyrrolo[2',1':2,3]imidazo[4,5-b]piperidine